(E)-2-phenyl-1-bromo-1-propene C1(=CC=CC=C1)/C(=C/Br)/C